2-1-ethyl-3-(3-dimethylaminopropyl)carbodiimide C(C)C(CN=C=N)CN(C)C